2-fluoro-4-isobutyl-6-(3-methyl-4-(pyridazin-3-ylmethyl)piperazin-1-yl)benzonitrile FC1=C(C#N)C(=CC(=C1)CC(C)C)N1CC(N(CC1)CC=1N=NC=CC1)C